FC1(OC2=C(O1)C=CC=C2C(C(=O)OCC)(F)F)F Ethyl 2-(2,2-Difluoro-1,3-benzodioxol-4-yl)-2,2-difluoro-acetate